CC=1C=NSC1C 4,5-dimethyl-isothiazole